O=C1NC(CCC1N1C(C2=CC=C(C=C2C1)NC(COCCNC(C1=CC=CC=C1)=O)=O)=O)=O N-(2-(2-((2-(2,6-dioxopiperidin-3-yl)-1-oxoisoindolin-5-yl)amino)-2-oxoethoxy)ethyl)benzamide